[Be+2].[Te-2].[Ca+2].[Te-2] calcium telluride beryllium